N-(1-(5-chloro-1-(4-(trifluoro-methyl)phenyl)-1H-pyrazolo[3,4-b]pyridin-3-yl)pyrrolidin-3-yl)-acrylamide ClC=1C=C2C(=NC1)N(N=C2N2CC(CC2)NC(C=C)=O)C2=CC=C(C=C2)C(F)(F)F